(2R)-2-(tertbutoxycarbonylamino)-2-cyclohexyl-acetic acid C(C)(C)(C)OC(=O)N[C@@H](C(=O)O)C1CCCCC1